5-((6-(2-amino-[1,2,4]triazolo[1,5-a]pyridin-7-yl)-5-chloropyrazin-2-yl)oxy)-3,3-difluoro-2-(4-fluorophenyl)pentan-2-ol NC1=NN2C(C=C(C=C2)C2=C(N=CC(=N2)OCCC(C(C)(O)C2=CC=C(C=C2)F)(F)F)Cl)=N1